5-(Bromomethyl)-2-(hydroxymethyl)-benzonitrile BrCC=1C=CC(=C(C#N)C1)CO